C1(CC1)N(C1=NC=NC(=C1F)NCC1CN(CC1)S(=O)(=O)C)CC1=CC=C(C=C1)C(F)(F)F N4-cyclopropyl-5-fluoro-N6-[(1-methylsulfonylpyrrolidin-3-yl)methyl]-N4-[[4-(trifluoromethyl)phenyl]methyl]pyrimidine-4,6-diamine